4,4',4''-[benzene-1,3,5-triyltri(ethyn-2,1-diyl)]trithenaldehyde C1(=CC(=CC(=C1)C#CC=1C=C(SC1)C=O)C#CC=1C=C(SC1)C=O)C#CC=1C=C(SC1)C=O